COC=1C=C(C=CC1OC)CC(=O)OC methyl 2-(3,4-dimethoxyphenyl)acetate